1,7-diamino-2,2-dimethylheptane NCC(CCCCCN)(C)C